(E)-2-(3-fluorophenyl)-N-(5-fluoropyridin-2-yl)cyclopropane-1-carboxamide FC=1C=C(C=CC1)C1C(C1)C(=O)NC1=NC=C(C=C1)F